ethyl 1-(cyclopropylmethyl)-7-nitro-1H-indole-2-carboxylate C1(CC1)CN1C(=CC2=CC=CC(=C12)[N+](=O)[O-])C(=O)OCC